N1(C(CNCC1)(N)N)N piperazinetriamine